1-phenyl-3-(thiophen-2-yl)-1,3-propanedione C1(=CC=CC=C1)C(CC(=O)C=1SC=CC1)=O